4-(3-((5-chloro-4-(1H-indol-3-yl)pyrimidin-2-yl)amino)phenyl)piperazine ClC=1C(=NC(=NC1)NC=1C=C(C=CC1)N1CCNCC1)C1=CNC2=CC=CC=C12